CC1=CC=NN1C1=CC=C(C=C1)C=O [4-(5-methyl-1H-pyrazol-1-yl)phenyl]methanone